OC(=O)C(F)(F)F.C1(=CC=CC=C1)C=1C=CC(=NC1)C(=O)N[C@H]1CNCC1 (R)-5-phenyl-N-(pyrrolidin-3-yl)pyridineamide TFA salt